CO[Si](C(C)C=1C(=C(C(=C(C1)[SiH](C)C)CC[SiH2]CNCCC[Si](OCC)(OCC)OCC)N(CC)CC)[SiH](C)C)(OC)OC 1-trimethoxysilylethyldimethylsilyl-3-(diethylamino)(triethoxysilylpropylamino)methylsilylethyldimethylsilylbenzene